O1C(=CC=C1)COC1=CC2=C(C(=CC(O2)=O)C(F)(F)F)C=C1 7-((furan-2-yl)methoxy)-4-(trifluoromethyl)-2H-1-benzopyran-2-one